tert-butyl N-[(E)-4-[3-[[4-[4-[(2,6-dioxo-3-piperidyl)amino]phenyl]-1-piperidyl]methyl]phenyl]but-3-enyl]carbamate O=C1NC(CCC1NC1=CC=C(C=C1)C1CCN(CC1)CC=1C=C(C=CC1)/C=C/CCNC(OC(C)(C)C)=O)=O